3,7-dibromodibenzo[b,d]thiophene BrC=1C=CC2=C(SC3=C2C=CC(=C3)Br)C1